3-Methyloxetan-3-ylmethyl (3-(4-((2-chloro-1H-imidazol-1-yl)methyl)phenyl)-5-isobutylthiophen-2-yl)sulfonylcarbamate ClC=1N(C=CN1)CC1=CC=C(C=C1)C1=C(SC(=C1)CC(C)C)S(=O)(=O)NC(OCC1(COC1)C)=O